2-((Tert-butoxycarbonyl)amino)-5-((tert-butyldimethylsilyl)oxy)-3,3-dimethylpentanoic acid C(C)(C)(C)OC(=O)NC(C(=O)O)C(CCO[Si](C)(C)C(C)(C)C)(C)C